CC1(OB(OC1(C)C)/C(=C/C(=O)OCC)/CC)C ethyl (Z)-3-(4,4,5,5-tetramethyl-1,3,2-dioxaborolan-2-yl)pent-2-enoate